FC=1C=2N(C=C(C1)C1=CNC=3N=C(N=C(C31)OC)NC3CCN(CC3)C(C)=O)C=CN2 1-(4-((5-(8-fluoroimidazo[1,2-a]pyridin-6-yl)-4-methoxy-7H-pyrrolo[2,3-d]pyrimidin-2-yl)amino)piperidin-1-yl)ethan-1-one